4-(6-fluorobenzo[d]thiazol-2-yl)aniline FC1=CC2=C(N=C(S2)C2=CC=C(N)C=C2)C=C1